N-(1-(3,3-difluorocyclohexyl)-2-oxo-1,2-dihydropyridin-3-yl)-4-((2-hydroxyethyl)sulfonyl)-2-(6-azaspiro[2.5]octan-6-yl)benzamide FC1(CC(CCC1)N1C(C(=CC=C1)NC(C1=C(C=C(C=C1)S(=O)(=O)CCO)N1CCC2(CC2)CC1)=O)=O)F